BrC=1C(=NC(=CC1)Br)[C@H](CC1=CC(=CC(=C1)F)F)N[S@@](=O)C(C)(C)C (S)-N-((S)-1-(3,6-dibromopyridin-2-yl)-2-(3,5-difluorophenyl)ethyl)-2-methylpropan-2-sulfinamide